4-(6-(4-(benzyloxy)phenyl)-7H-pyrrolo[2,3-d]pyrimidin-4-yl)piperazin-2-one C(C1=CC=CC=C1)OC1=CC=C(C=C1)C1=CC2=C(N=CN=C2N2CC(NCC2)=O)N1